3-{3-[((S)-1-(2,2-Dimethylpropyl)-pyrrolidine-2-carbonyl)-amino]-propionylamino}-propionic acid CC(CN1[C@@H](CCC1)C(=O)NCCC(=O)NCCC(=O)O)(C)C